4-mercapto-ethyl-pyridine CCC1=CC(=S)C=CN1